CC12CCCC(C2C(C=C1C)=O)(C)C 1,5,5,9-tetramethylbicyclo-[4.3.0]-8-nonen-7-one